2-(2,6-dioxopiperidin-3-yl)-4-((piperazin-1-yl-2,2,3,3,5,5,6,6-d8)methyl)isoindoline-1,3-dione O=C1NC(CCC1N1C(C2=CC=CC(=C2C1=O)CN1C(C(NC(C1([2H])[2H])([2H])[2H])([2H])[2H])([2H])[2H])=O)=O